1-(3-pentyl)urea CCC(CC)NC(=O)N